C1(CC1)N1CCNC2=CC=CC=C12 4-cyclopropyl-1,2,3,4-tetrahydroquinoxaline